(+)-(4aR,8aS)-6-[3-[4-[4-(Trifluoromethyl)pyrimidin-2-yl]oxyphenyl]azetidine-1-carbonyl]-4,4a,5,7,8,8a-hexahydropyrido[4,3-b][1,4]oxazin-3-one FC(C1=NC(=NC=C1)OC1=CC=C(C=C1)C1CN(C1)C(=O)N1C[C@@H]2[C@@H](OCC(N2)=O)CC1)(F)F